4-(2-cyclopropylpropan-2-ylamino)-2-((1r,4r)-4-hydroxycyclohexylamino)pyrimidine-5-carboxamide C1(CC1)C(C)(C)NC1=NC(=NC=C1C(=O)N)NC1CCC(CC1)O